CN(C)CC=1C=C(C=C(C1)CC(C(=O)[O-])CCCCCCCCOC(CCCCCCC)=O)CC(C(=O)[O-])CCCCCCCCOC(CCCCCCC)=O (5-((dimethylamino)methyl)-1,3-phenylene)bis(methylene)bis(10-(octanoyloxy)decanoate)